COC=1C=C(OC2=CC=C(C=N2)N2C(NC3=C2C=NC=C3)=O)C=CC1C 3-[6-(3-methoxy-4-methyl-phenoxy)-3-pyridyl]-1H-imidazo[4,5-c]pyridin-2-one